FC(CN(CCCCC1=NC=2NCCCC2C=C1)C(C(=O)O)(CC)NC1=NC=NC2=CC=CC=C12)F ((2,2-difluoroethyl)(4-(5,6,7,8-tetrahydro-1,8-naphthyridin-2-yl)butyl)amino)-2-(quinazolin-4-ylamino)butanoic acid